CN(CCCCCCNC(=O)C=1N=NC(=CC1)[123I])C N-(6-(dimethylamino)hexyl)-6-[123I]iodopyridazine-3-carboxamide